((4-((3aR,6aS)-5-(cyclopropylcarbonyl)-3a,6a-dimethylhexahydropyrrolo[3,4-c]pyrrol-2(1H)-yl)pyrimidin-2-yl)amino)benzoic acid C1(CC1)C(=O)N1C[C@]2([C@@](C1)(CN(C2)C2=NC(=NC=C2)NC2=C(C(=O)O)C=CC=C2)C)C